2-(((2S,3S)-1-(((S)-1,1-bis(4-methoxyphenyl)propan-2-yl)amino)-3-methyl-1-oxopentan-2-yl)carbamoyl)-4-methoxypyridin-3-yl ethyl carbonate C(OC=1C(=NC=CC1OC)C(N[C@H](C(=O)N[C@H](C(C1=CC=C(C=C1)OC)C1=CC=C(C=C1)OC)C)[C@H](CC)C)=O)(OCC)=O